O=C1N(C2=CC(=CC=C2C(=N1)NCCCNS(=O)(=O)N)C(F)(F)F)C1=C(C=CC=C1)C (3-((2-Oxo-1-(o-tolyl)-7-(trifluoromethyl)-1,2-dihydroquinazolin-4-yl)amino)propyl)sulfamide